Estratetraen C[C@@]12C=CC=C1C1=CC=C3CCCC[C@@H]3[C@H]1CC2